3-(7-methyl-1H-indazol-5-yl)propionic acid hydrochloride Cl.CC=1C=C(C=C2C=NNC12)CCC(=O)O